4-chloro-7-hydroxy-quinoline-3-carbonitrile ClC1=C(C=NC2=CC(=CC=C12)O)C#N